COC1=CC(=NC=N1)C1=CC(=NN1)C(=O)N1C2(CC2)CC(CC1)C(=O)OC Methyl 4-(5-(6-methoxypyrimidin-4-yl)-1H-pyrazole-3-carbonyl)-4-azaspiro[2.5]octane-7-carboxylate